C(C)(C)(C)OC(=O)N1[C@H](CN(CC1)C1=NC(=NC2=C(C(=CC=C12)Br)F)OC[C@H]1N(CCC1)C)CC#N (S)-4-(7-bromo-8-fluoro-2-(((S)-1-methylpyrrolidin-2-yl)methoxy)quinazolin-4-yl)-2-(cyanomethyl)piperazine-1-carboxylic acid tert-butyl ester